OC1=CC=C([C@H]2OC3=CC(=C(C(=C3C(C2)=O)O)O)O)C=C1 (2S)-4',5,6,7-tetrahydroxyflavanone